1-(tert-butyl) 2-ethyl 5-(trifluoromethyl)-2,3-dihydro-1H-pyrrolo[2,3-c]pyridine-1,2-dicarboxylate FC(C=1C=C2C(=CN1)N(C(C2)C(=O)OCC)C(=O)OC(C)(C)C)(F)F